(1R,2R)-N-(7-chloro-6-(1-((3R,4R)-4-hydroxy-3-methyltetrahydrofuran-3-yl)piperidin-4-yl)isoquinolin-3-yl)-2-(pyridin-4-yl)cyclopropane-1-carboxamide ClC1=C(C=C2C=C(N=CC2=C1)NC(=O)[C@H]1[C@@H](C1)C1=CC=NC=C1)C1CCN(CC1)[C@@]1(COC[C@@H]1O)C